1,3,5-triisopropylpentene C(C)(C)C=CC(CCC(C)C)C(C)C